CN1N=NC2=NC=C(C=C21)B2OC(C(O2)(C)C)(C)C 1-methyl-6-(4,4,5,5-tetramethyl-1,3,2-dioxaborolan-2-yl)-1H-[1,2,3]triazolo[4,5-b]pyridine